ClC=1C=NN(C(C1C)=O)CC1=NC2=C(N1C[C@H]1OCC1)C=C(C=C2)C(=O)OC Methyl (S)-2-((4-chloro-5-methyl-6-oxopyridazin-1(6H)-yl)methyl)-1-(oxetan-2-ylmethyl)-1H-benzo[d]imidazole-6-carboxylate